CC(COC=1C=NC(=CC1C1=CC=2N(C=C1)N=C(C2)NC2=NC=C(N=C2)C)C)(C)O 2-methyl-1-[[6-methyl-4-[2-[(5-methylpyrazin-2-yl)amino]pyrazolo[1,5-a]pyridin-5-yl]-3-pyridyl]oxy]propan-2-ol